4-(4-(4-Chloro-3-(trifluoromethoxy)phenyl)piperidin-1-yl)-5-fluoro-2-methoxyaniline ClC1=C(C=C(C=C1)C1CCN(CC1)C1=CC(=C(N)C=C1F)OC)OC(F)(F)F